N,N-dimethyl-3-(7-Methoxy-1-methyl-β-carbolin-9-yl)propylamine CN(C)CCCN1C2=CC(=CC=C2C=2C=CN=C(C12)C)OC